5-bromo-2-(bromomethyl)-1-nitro-3-(trifluoromethyl)benzene BrC=1C=C(C(=C(C1)[N+](=O)[O-])CBr)C(F)(F)F